7-iodo-1-(4-methoxyphenyl)-2-oxo-1,2-dihydroquinoline-3-carboxylate IC1=CC=C2C=C(C(N(C2=C1)C1=CC=C(C=C1)OC)=O)C(=O)[O-]